1-(7-(4-(4-(benzo[b]thiophen-4-yl)piperazin-1-yl)butoxy)-2-oxoquinolin-1(2H)-yl)ethyl dinonylcarbamate C(CCCCCCCC)N(C(OC(C)N1C(C=CC2=CC=C(C=C12)OCCCCN1CCN(CC1)C1=CC=CC=2SC=CC21)=O)=O)CCCCCCCCC